FC=1C=C(CN(C1)C1=NC=C(C=C1)F)C1=CC=NC(=C1OC)C 5-fluoro-N-(5-fluoropyridin-2-yl)-5'-methoxy-6'-methyl-[3,4'-bipyridine]